1-(1-benzylpyrrolidine-3-yl)-3-(4-methoxyphenyl)urea C(C1=CC=CC=C1)N1CC(CC1)NC(=O)NC1=CC=C(C=C1)OC